FC(O[C@H]1C[C@H](C1)OC=1C=NN(C1)C12CC(C1)(C2)C(=O)OC)(F)F methyl 3-(4-{[cis-3-(trifluoromethoxy)cyclobutyl]oxy}-1H-pyrazol-1-yl)bicyclo[1.1.1]pentane-1-carboxylate